((2-hydroxyethyl)azanediyl)bis(hexane-6,1-diyl) bis(2-butyloctanoate) C(CCC)C(C(=O)OCCCCCCN(CCCCCCOC(C(CCCCCC)CCCC)=O)CCO)CCCCCC